ClC=1C=CC2=C(CC(N(S2(=O)=O)[C@@H](C(C)C2=C(C(=CC=C2F)C)C)C2=NNC(O2)=O)=O)C1 5-((1S)-1-(6-chloro-1,1-dioxo-3-oxo-3,4-dihydro-2H-benzo[e][1,2]thiazin-2-yl)-2-(6-fluoro-2,3-dimethylphenyl)propyl)-1,3,4-oxadiazol-2(3H)-one